(2,3-difluoro-4-pyridinyl)methanol FC1=NC=CC(=C1F)CO